methyl (3S,4S)-4-(5-fluoropyridin-2-yl)pyrrolidine-3-carboxylate FC=1C=CC(=NC1)[C@H]1[C@@H](CNC1)C(=O)OC